[Na+].C(CCCCCCCCC)S(=O)(=O)[O-] decanesulfonate sodium